FC(S(=O)(=O)[N-]S(=O)(=O)C(C(C(C(F)(F)F)(F)F)(F)F)(F)F)(F)F.[Li+] lithium (trifluoromethanesulfonyl)(nonafluorobutanesulfonyl)amide